N-(5-(4-cyano-1H-pyrazol-1-yl)-4-((2-(1,1-difluoroethyl)pyrimidin-4-yl)amino)pyridin-2-yl)acetamide C(#N)C=1C=NN(C1)C=1C(=CC(=NC1)NC(C)=O)NC1=NC(=NC=C1)C(C)(F)F